O1CCCC2=C(C=CC=C12)NC1=NC=2N(C(=C1)NC)N=CC2C(=O)NCC(CO)(C)C 5-(chroman-5-ylamino)-N-(3-hydroxy-2,2-dimethylpropyl)-7-(methylamino)pyrazolo[1,5-a]pyrimidine-3-carboxamide